C(#N)[C@@H]1C[C@H](N(C1)C(=O)OC(C)(C)C)CO tert-butyl (2S,4R)-4-cyano-2-(hydroxymethyl)pyrrolidine-1-carboxylate